(E)-3-(7-methoxy-2-oxo-2H-chromen-6-yl)acrylic anhydride COC1=C(C=C2C=CC(OC2=C1)=O)/C=C/C(=O)OC(\C=C\C=1C=C2C=CC(OC2=CC1OC)=O)=O